ClC1=C(C=C(C=C1)C1=NN(C(=N1)CC(=O)NCC1=CC(=CC=C1)OC)CC)F 2-[3-(4-chloro-3-fluorophenyl)-1-ethyl-1H-1,2,4-triazol-5-yl]-N-(3-methoxybenzyl)acetamide